O=C1NC(CCC1N1C(C=2C=C(C=C(C2C1)C(=O)N)C(F)(F)F)=O)=O 2-(2,6-dioxopiperidin-3-yl)-1-oxo-6-(trifluoromethyl)isoindoline-4-carboxamide